1,4-diaminoanthraquinone-2,3-disulfonic acid NC1=C(C(=C(C=2C(C3=CC=CC=C3C(C12)=O)=O)N)S(=O)(=O)O)S(=O)(=O)O